C(C1=CC=CC=C1)(=O)NC1=C(C=CC=C1)S(=O)(=O)O 2-benzoylaminobenzenesulfonic acid